O=S1(NC2=C(C1)C=CC(=C2)C(=O)OC)=O methyl 2,2-dioxo-1,3-dihydro-2lambda6,1-benzothiazole-6-carboxylate